FC(C1=C(C=C(C(=C1)C(=O)O)C(=O)O)C1=C(C=C(C(=C1)C(=O)O)C(=O)O)C(F)(F)F)(F)F 2,2'-bis(trifluoromethyl)-4,4',5,5'-biphenyltetracarboxylic acid